CC1=NN(C2=NC=C(C=C21)NC(C=C)=O)C2=C(C=CC=C2)C N-(3-methyl-1-(o-tolyl)-1H-pyrazolo[3,4-b]pyridin-5-yl)acrylamide